CC(C)(C)[O-].CC(C)(C)[O-].CC(C)(C)[O-].CC(C)(C)[O-].[Ti+4] titanium tetrat-butoxide